FC(C=1SC(=NN1)C1=NC(=CN=C1)N1CC2(CN(C2)C2=CC(=NC=C2)C(F)(F)F)CC1)F 2-(difluoromethyl)-5-(6-(2-(2-(trifluoromethyl)pyridin-4-yl)-2,6-diazaspiro[3.4]octan-6-yl)pyrazin-2-yl)-1,3,4-thiadiazole